(S or R)-2-(2-(2-isopropylphenyl)-4-((1-methyl-1H-pyrazol-4-yl)methyl)piperazin-1-yl)-7-azaspiro[3.5]nonane C(C)(C)C1=C(C=CC=C1)[C@@H]1N(CCN(C1)CC=1C=NN(C1)C)C1CC2(C1)CCNCC2 |o1:9|